2-amino-N-((6-methoxy-3-pyridazinyl)methyl)-3-methyl-N-((1R)-1-(1-methyl-1H-1,2,4-triazol-3-yl)ethyl)-6-quinolinecarboxamide NC1=NC2=CC=C(C=C2C=C1C)C(=O)N([C@H](C)C1=NN(C=N1)C)CC=1N=NC(=CC1)OC